FC1=CC=C(C=C1)N1N=CC2=C1C=C1CCN(C[C@]1(C2)C=O)S(=O)(=O)C2=CC=C(C=C2)C(F)(F)F (R)-1-(4-fluorophenyl)-6-((4-(trifluoromethyl)phenyl)sulfonyl)-4,4a,5,6,7,8-hexahydro-1H-pyrazolo[3,4-g]isoquinoline-4a-carbaldehyde